5-(6-benzoyl-6,7,8,9-tetrahydro-2H-2,3,5,6-tetraazabenzo[cd]azulen-2-yl)-4-fluoropentan-3-ylphosphonic acid C(C1=CC=CC=C1)(=O)N1C=2C3=C(N(C=C3CCC1)CC(C(CC)P(O)(O)=O)F)N=CN2